BrC1=C(C=C(OCCCC2CCN(CC2)C(=O)OC(C)(C)C)C=C1)C tert-butyl 4-(3-(4-bromo-3-methylphenoxy)propyl)piperidine-1-carboxylate